FC(C=1C=CC(=C(C1)NC(=O)N1C[C@](CC1)(C1=NC=NS1)C1=CC(=C(C=C1)C)F)OC1CN(C1)CC(F)(F)F)F (R)-N-(5-(difluoromethyl)-2-((1-(2,2,2-trifluoroethyl)azetidin-3-yl)oxy)phenyl)-3-(3-fluoro-4-methylphenyl)-3-(1,2,4-thiadiazol-5-yl)pyrrolidine-1-carboxamide